N-(3-(2-(Bicyclo[1.1.1]pentan-1-yl)-5-(2-chloropyrimidin-4-yl)thiazol-4-yl)-2-fluorophenyl)acetamide C12(CC(C1)C2)C=2SC(=C(N2)C=2C(=C(C=CC2)NC(C)=O)F)C2=NC(=NC=C2)Cl